N,N-diisopropyl-4-vinylbenzylamine C(C)(C)N(C(C)C)CC1=CC=C(C=C1)C=C